BrC1=C(C=C2C(=NC(=NC2=C1F)Cl)N1C[C@@](CCC1)(O)C)I (R)-1-(7-bromo-2-chloro-8-fluoro-6-iodoquinazolin-4-yl)-3-methylpiperidin-3-ol